N-[(endo)-3-(difluoro-methyl)-8-aza-bicyclo[3.2.1]octan-3-yl]-2-methyl-propane-2-sulfinamide FC(C1(CC2CCC(C1)N2)NS(=O)C(C)(C)C)F